C12(C(C1)C(=O)OCC)COC1=C2C=CC=C1 Ethyl 2H-Spiro[1-Benzofuran-3,1'-Cyclopropane]-2'-Carboxylate